O[C@H](COC[C@H](C)OC1=C(C(NN=C1)=O)C(F)(F)F)C(N1CCN(CC1)C1=NC=C(N=C1)C(F)(F)F)=O 5-(((S)-1-((R)-2-hydroxy-3-oxo-3-(4-(5-(trifluoromethyl)pyrazin-2-yl)piperazin-1-yl)propoxy)propan-2-yl)oxy)-4-(trifluoromethyl)pyridazin-3(2H)-one